2-((4-Fluorophenyl)amino)-N,N-dimethylacetamide FC1=CC=C(C=C1)NCC(=O)N(C)C